(4-bromophenyl)-N-propyl-1-(2,2,2-trifluoroacetyl)piperidine-4-sulfonamide BrC1=CC=C(C=C1)C1N(CCC(C1)S(=O)(=O)NCCC)C(C(F)(F)F)=O